ClC1=C2C(=NC=C1)N(C=C2C#N)COCC[Si](C)(C)C 4-chloro-1-(2-trimethylsilylethoxymethyl)pyrrolo[2,3-b]pyridine-3-carbonitrile